5-methyl-1-phenyl-1,3,4,6-tetrahydro-2,5-benzoxazocine CN1CCOC(C2=C(C1)C=CC=C2)C2=CC=CC=C2